methyl (chlorosulfonyl)acetate ClS(=O)(=O)CC(=O)OC